2-{4-[2-(2,6-Dioxopiperidin-3-yl)-1,3-dioxo-2,3-dihydro-1H-isoindol-5-yl]Piperazine-1-yl}acetic acid trifluoroacetate salt FC(C(=O)O)(F)F.O=C1NC(CCC1N1C(C2=CC=C(C=C2C1=O)N1CCN(CC1)CC(=O)O)=O)=O